C(C1=CC=CC=C1)C1(CC(=NO1)[C@H](C)NC(=O)C1=NC=CC2=CC=CC=C12)C(=O)OC methyl 5-benzyl-3-((S)-1-(isoquinolin-1-carboxamido)ethyl)-4,5-dihydroisoxazol-5-carboxylate